(E)-methyl 4-((2-(2-(2-hydroxyethoxy)ethoxy)ethyl) (methyl)amino)but-2-enoate OCCOCCOCCN(C/C=C/C(=O)OC)C